(3-(((3aR,4R,6R,6aS)-6-(4-((4-methoxybenzyl)(methyl)amino)-7H-pyrrolo[2,3-d]pyrimidin-7-yl)-2,2-dimethyltetrahydro-4H-cyclopenta[d][1,3]dioxol-4-yl)methoxy)propyl)(phenethyl)carbamate COC1=CC=C(CN(C=2C3=C(N=CN2)N(C=C3)[C@@H]3C[C@@H]([C@@H]2[C@H]3OC(O2)(C)C)COCCCOC(NCCC2=CC=CC=C2)=O)C)C=C1